FC=1N=C(SC1CN1[C@H](C[C@H](C1)OC1=NC=C(C=N1)OC)C)NC(C)=O N-(4-fluoro-5-(((2S,4R)-4-((5-methoxypyrimidin-2-yl)oxy)-2-methylpyrrolidin-1-yl)methyl)thiazol-2-yl)acetamide